N1N=NN=C1C=1C=C2C=CN=C(C2=CC1)N(C(C1=C(C=C(C=C1)C=1N=NN(C1)C)F)=O)[C@H]1CN(CCC1)C(=O)OC(C)(C)C tert-butyl (R)-3-(N-(6-(1H-tetrazol-5-yl)isoquinolin-1-yl)-2-fluoro-4-(1-methyl-1H-1,2,3-triazol-4-yl)-benzamido)piperidine-1-carboxylate